COC1=C(C(=CC=C1)OC)C=1C=C(OC(C1OC(COC)COC)=O)C(=O)O 4-(2,6-dimethoxyphenyl)-5-[(1,3-dimethoxypropan-2-yl)oxy]-6-oxopyran-2-carboxylic acid